COC=1C=C2C(C(C(NC2=CC1OC)=O)(C)C)NC1=CC=C(C=C1)C 6,7-Dimethoxy-3,3-dimethyl-4-(p-tolylamino)-3,4-dihydroquinolin-2(1H)-one